1,3-dimethyl-2-phenylbenzimidazole CN1C(N(C2=C1C=CC=C2)C)C2=CC=CC=C2